OC1=C(C=C(C=C1Cl)OC1=CC(=C(C(=C1)Cl)O)Cl)Cl bis(4-hydroxy-3,5-dichlorophenyl) ether